6-(3-chloro-6-(difluoromethyl)-2-fluorophenyl)-N-(1-((4,5-dimethyl-6-((1r,5s)-2-oxo-3-azabicyclo[3.1.0]hex-3-yl)pyridazin-3-yl)methyl)-1H-pyrazol-4-yl)-3-methylpyrazine-2-carboxamide ClC=1C(=C(C(=CC1)C(F)F)C1=CN=C(C(=N1)C(=O)NC=1C=NN(C1)CC=1N=NC(=C(C1C)C)N1C([C@@H]2C[C@@H]2C1)=O)C)F